1-cyano-3-(5-(difluoromethyl)-1,3,4-thiadiazol-2-yl)-8-(4-isobutyrylpiperazin-1-yl)-N-(1-methylcyclopropyl)-N-((2-(trimethylsilyl)ethoxy)methyl)imidazo[1,5-a]pyridine-6-sulfonamide C(#N)C=1N=C(N2C1C(=CC(=C2)S(=O)(=O)N(COCC[Si](C)(C)C)C2(CC2)C)N2CCN(CC2)C(C(C)C)=O)C=2SC(=NN2)C(F)F